C(=O)[O-].C(=O)[O-].[K+].C1=CC=CC1.C1=CC=CC1.[K+] dicyclopentadiene potassium diformate